6-methyl-9-(1-methylpyrazol-3-yl)-2-morpholino-4-(4-pyridylamino)pyrimido[5,4-c]quinolin-5-one CN1C(C2=C(C=3C=C(C=CC13)C1=NN(C=C1)C)N=C(N=C2NC2=CC=NC=C2)N2CCOCC2)=O